ClCC(=O)NCCCNC(CCl)=O bis(chloroacetyl)-1,3-propylenediamine